C(#N)[C@H]1N(CSC1)C(CNC(=O)C1=CC=NC2=CC=C(C=C12)N1C[C@@H](OCC1)C)=O N-(2-((R)-4-Cyanothiazolidin-3-yl)-2-oxoethyl)-6-((S)-2-methyl-morpholino)quinoline-4-carboxamide